O-methoxytoluene CC1=CC=CC=C1OC